4-[(2,6-dichloro-4-pyridyl)-difluoro-methyl]-N-methyl-cyclohexanamine ClC1=NC(=CC(=C1)C(C1CCC(CC1)NC)(F)F)Cl